N(=[N+]=[N-])C1CC(CC(C1)OC(F)F)N=[N+]=[N-] 1,3-diazido-5-(difluoromethoxy)cyclohexane